((3S,4S,6S)-4-fluoro-6-((S)-1-(4-fluorophenyl)-1,2,3,4-tetrahydroisoquinoline-2-carbonyl)tetrahydro-2H-pyran-3-yl)carbamic acid tert-butyl ester C(C)(C)(C)OC(N[C@H]1CO[C@@H](C[C@@H]1F)C(=O)N1[C@H](C2=CC=CC=C2CC1)C1=CC=C(C=C1)F)=O